10,10',10''-(5-(3-methyl-3H-imidazo[4,5-b]pyridin-2-yl)benzene-1,2,3-triyl)tris(5-methyl-5,10-dihydrophenazine) CN1C(=NC=2C1=NC=CC2)C=2C=C(C(=C(C2)N2C1=CC=CC=C1N(C=1C=CC=CC21)C)N2C1=CC=CC=C1N(C=1C=CC=CC21)C)N2C1=CC=CC=C1N(C=1C=CC=CC21)C